NC1=NC=CC=C1C1=NC=2C(=NC(=CC2)[C@@H]2COCC2)N1C1=CC=C(CN2CCC(CC2)NC2=NC(=NC=C2)C#N)C=C1 (R)-4-((1-(4-(2-(2-Aminopyridin-3-yl)-5-(tetrahydrofuran-3-yl)-3H-imidazo[4,5-b]pyridin-3-yl)benzyl)piperidin-4-yl)amino)pyrimidine-2-carbonitrile